lithium pentahydroxy-phenylpropionate OC1=C(C(=C(C(=C1C(C(=O)[O-])C)O)O)O)O.[Li+]